N-(3-cyclohexyl-1-((4-hydroxy-3-oxo-1-(2-oxopyrrolidin-3-yl)butan-2-yl)amino)-1-oxopropan-2-yl)-9-hydroxy-9H-fluorene-9-carboxamide C1(CCCCC1)CC(C(=O)NC(CC1C(NCC1)=O)C(CO)=O)NC(=O)C1(C2=CC=CC=C2C=2C=CC=CC12)O